((((trans)-4-hydroxy-4-methylcyclohexyl)thio)methyl)quinazolin-4(3H)-one OC1(CCC(CC1)SCC1=NC2=CC=CC=C2C(N1)=O)C